C(C)N1CC(C=2C3=C(C=CC12)C(=CC(=C3)SOOO)S(=O)(=O)[O-])(C)C 3-ethyl-1,1-dimethyl-8-(trioxidanylsulfanyl)benzo[e]indole-6-sulfonate